FC=1C=C(C=CC1F)C(/C=C(/C=O)\C)(CC=C(C)C)C (E)-4-(3,4-difluorophenyl)-2,4,7-trimethylocta-2,6-dienal